O=C1NC(CCC1N1C(C2=CC=CC(=C2C1=O)OCCOCCOCCOCCC(=O)O)=O)=O 3-[2-[2-[2-[2-(2,6-dioxo-3-piperidyl)-1,3-dioxo-isoindolin-4-yl]oxyethoxy]ethoxy]ethoxy]propanoic acid